(3S)-3-(2-(4-(14-azido-3-methyl-6,9,12-trioxa-3-azatetradecyl)-2-oxopyridin-1(2H)-yl)-5-methylhexanamido)-3-(2',4',6'-trimethyl-[1,1'-biphenyl]-3-yl)propanoic acid N(=[N+]=[N-])CCOCCOCCOCCN(CCC1=CC(N(C=C1)C(C(=O)N[C@@H](CC(=O)O)C=1C=C(C=CC1)C1=C(C=C(C=C1C)C)C)CCC(C)C)=O)C